2-(2-{[4-(4-methylpiperazin-1-yl)phenyl]amino}-5-(1,3-oxazol-5-yl)pyrimidin-4-yl)-6,7-dihydro-5H-1,3-benzothiazol-4-one CN1CCN(CC1)C1=CC=C(C=C1)NC1=NC=C(C(=N1)C=1SC2=C(N1)C(CCC2)=O)C2=CN=CO2